ClC1=CC=C2C(=C(N(C2=C1)C=1C=NN(C1)C)OC)SC1=CC=CC(=N1)C(=O)O 6-((6-chloro-2-methoxy-1-(1-methyl-1H-pyrazol-4-yl)-1H-indol-3-yl)thio)picolinic acid